(S)-2-((tert-butoxycarbonyl)amino)-5-ureidopentanic acid C(C)(C)(C)OC(=O)N[C@H](C(=O)O)CCCNC(=O)N